O=C1C(C(C=CC1C)=O)(C)N1CNC(=CC1)N(C(CC1=CC=CC=C1)=O)CCCN1CCOCC1 N-(2,6-dioxo-1,3-dimethyl-phenyl-1,2,3,6-tetrahydropyrimidin-4-yl)-N-[3-(morpholin-4-yl)propyl]-2-phenylacetamide